2,3-Dihydroxy-β,β-caroten-4-one OC1CCC(=C(/C=C/C(=C/C=C/C(=C/C=C/C=C(/C=C/C=C(/C=C/C2=C(C(C(CC2(C)C)O)=O)C)\C)\C)/C)/C)C1(C)C)C